C(CCCCC)OC(CCCC(=O)O)=O glutaric acid 1-hexyl ester